[I-].[I-].C(CCCCCCCCCCC)[N+](CCCCCC[N+](C)(C)CCCCCCCCCCCC)(C)C N(1),N(6)-Didodecyl-N(1),N(1),N(6),N(6)-tetramethyl-1,6-hexandiaminium diiodid